COC(C1=NC(=CC(=C1)C#CC1(CCN(CC1)C(=O)OC(C)(C)C)C)C)=O.FC1=CC=C(C(=O)NC2=NN(C3=C(C=CC=C23)C)CC#C)C=C1 4-Fluoro-N-(7-methyl-1-(prop-2-yn-1-yl)-1H-indazol-3-yl)benzamide Methyl-4-((1-(tert-butoxycarbonyl)-4-methylpiperidin-4-yl)ethynyl)-6-methylpicolinate